FC=1C=CC(=NC1)NC(=O)C1=C(CC(NC1=O)C(=O)O)O 5-((5-fluoropyridin-2-yl)carbamoyl)-4-hydroxy-6-oxo-1,2,3,6-tetrahydropyridin-2-carboxylic acid